2-[4-[3-(2,6-dioxo-3-piperidyl)-1-methyl-indazol-6-yl]-3,5-dimethyl-pyrazol-1-yl]-N-[5-fluoro-7-hydroxy-6-(1,1,4-trioxo-1,2,5-thiadiazolidin-2-yl)-2-naphthyl]acetamide O=C1NC(CCC1C1=NN(C2=CC(=CC=C12)C=1C(=NN(C1C)CC(=O)NC1=CC2=CC(=C(C(=C2C=C1)F)N1S(NC(C1)=O)(=O)=O)O)C)C)=O